azacarbene-iron N=[Fe]